N1N=CC2=CC(=CC=C12)C1=CC2=C(N(C3=C(O2)C=C(C=C3)C=3C=C2C=NNC2=CC3)CCN3[C@H]2CN([C@@H](C3)C2)C(=O)OC(C)(C)C)N=C1 tert-butyl (1R,4R)-5-(2-(3,7-di(1H-indazol-5-yl)-10H-benzo[b]pyrido[2,3-e][1,4]oxazin-10-yl)ethyl)-2,5-diazabicyclo[2.2.1]heptane-2-carboxylate